P(OC1=C(C=CC=C1C(C)(C)C)C(C)(C)C)(OC1=C(C=CC=C1C(C)(C)C)C(C)(C)C)OC1=CC=C(C=C1)C=C bis(2,6-di-tert-butylphenyl) (4-vinylphenyl) phosphite